2-acetyl-N-(4-(4-amino-2-butyl-1H-imidazo[4,5-c][1,5]naphthyridin-1-yl)butyl)benzamide C(C)(=O)C1=C(C(=O)NCCCCN2C(=NC=3C(=NC=4C=CC=NC4C32)N)CCCC)C=CC=C1